3-((((1H-imidazol-4-yl)methyl)amino)-4-(2',3',4',5'-tetrahydro-[1,1'-biphenyl]-4-yl)-1H-indazol-1-yl)-4-oxobutanoic acid N1C=NC(=C1)CNC1=NN(C2=CC=CC(=C12)C1=CC=C(C=C1)C=1CCCCC1)C(CC(=O)O)C=O